1-(1-bromopropane-2-yl)-2-chlorobenzene BrCC(C)C1=C(C=CC=C1)Cl